3-Cyanocyclobutyl (8-amino-7-fluoro-6-(4-methyl-5,6,7,8-tetrahydro-1,5-naphthyridin-3-yl)isoquinolin-3-yl)carbamate NC=1C(=C(C=C2C=C(N=CC12)NC(OC1CC(C1)C#N)=O)C=1C=NC=2CCCNC2C1C)F